C(C)(C)(C)C1=CC=C(C=C1)C1(C2=CC=CC=C2C=2C=CC(=CC12)N)C1=CC=C(C=C1)C(C)(C)C 9,9-bis(4-tert-butylphenyl)-9H-fluoren-2-amine